C(C)OC1=C(C=C(C=C1)C)B(O)O 2-ETHOXY-5-METHYLPHENYLBORONIC ACID